Methyl 5-cyclopropyl-2-((pyrazolo[1,5-a]pyrimidine-3-carboxamido)methyl)benzofuran-7-carboxylate C1(CC1)C=1C=C(C2=C(C=C(O2)CNC(=O)C=2C=NN3C2N=CC=C3)C1)C(=O)OC